tert-Butyl 4-[[2-cyano-5-(2-methylprop-1-enyl)phenyl]methyl]piperazine-1-carboxylate C(#N)C1=C(C=C(C=C1)C=C(C)C)CN1CCN(CC1)C(=O)OC(C)(C)C